OC=1C(=CC2=C(OCO2)C1)N1N=C2C(=N1)C=CC(=C2)CCCOC(C=C)=O 3-[2-(6-hydroxybenzo[1,3]-dioxole-5-yl)-2H-benzotriazole-5-yl]propylacrylate